C1(CC1)C=1C=C(C(=O)N=C2NCCN2)C=CC1NC1=CC(=CC=C1)C(NC1(CC1)CC)=O 3-cyclopropyl-4-({3-[(1-ethylcyclopropyl)carbamoyl]phenyl}amino)-N-[(2Z)-imidazolidin-2-ylidene]benzamide